Cl.NC(C)(C)C1=CC=C(C=C1)C1=C2CCC(NC2=NC=C1)=O 5-(4-(2-aminopropan-2-yl)phenyl)-3,4-dihydro-1,8-naphthyridin-2(1H)-one hydrochloride